tert-Butyl(7-fluoro-4-methoxy-1H-indole-2-carbonyl)-L-leucinate C(C)(C)(C)N([C@@H](CC(C)C)C(=O)[O-])C(=O)C=1NC2=C(C=CC(=C2C1)OC)F